FC(C1=CC=C(C=N1)C=1C=C(C(N(N1)C=1C=NN(C1)C)=O)C(=O)NC(CO)C)F 6-[6-(difluoromethyl)pyridin-3-yl]-N-(1-hydroxy-prop-2-yl)-2-(1-methyl-1H-pyrazol-4-yl)-3-oxo-2,3-dihydropyridazine-4-carboxamide